3,5-dichloro-4-(5-((2-hydroxyethyl)amino)-2-methyl-4-oxo-1,7-naphthyridin-1(4H)-yl)benzonitrile ClC=1C=C(C#N)C=C(C1N1C(=CC(C2=C(C=NC=C12)NCCO)=O)C)Cl